tertiary butyl-para-hydroxyanisole C(C)(C)(C)C1=C(C=CC(=C1)O)OC